C(C)OC(=O)C=1C=CC2=C(N(C(=N2)CC2=CC(=C(C=C2)C2=NC(=CC=C2)OCC2=C(C=C(C=C2)C#N)F)F)C[C@H]2OCC2)C1F (S)-2-(4-(6-((4-cyano-2-fluorobenzyl)oxy)pyridin-2-yl)-3-fluorobenzyl)-7-fluoro-1-(oxetan-2-ylmethyl)-1H-benzo[d]imidazole-6-carboxylic acid ethyl ester